N1-[4-(3-cyanophenyl)-5-(2,6-dimethyl-4-pyridyl)thiazol-2-yl]-N4-(2-hydroxyethyl)piperidine-1,4-dicarboxamide C(#N)C=1C=C(C=CC1)C=1N=C(SC1C1=CC(=NC(=C1)C)C)NC(=O)N1CCC(CC1)C(=O)NCCO